2-hydroxy-6-(((4-((5-isopropyl-8-(3-((methylsulfonyl)methyl)azetidin-1-yl)isoquinolin-3-yl)amino)pyrimidin-2-yl)(methyl)amino)methyl)benzaldehyde OC1=C(C=O)C(=CC=C1)CN(C)C1=NC=CC(=N1)NC=1N=CC2=C(C=CC(=C2C1)C(C)C)N1CC(C1)CS(=O)(=O)C